CC1=NOC(=C1C(=O)O)C1=NC=C(C=C1)[N+](=O)[O-] 3-methyl-5-(5-nitropyridin-2-yl)isoxazole-4-carboxylic acid